N-((2,6-dihydroxy-5'-methyl-4-pentyl-1',2',3',4'-tetrahydro-[1,1'-biphenyl]-3-yl)methyl)cyclopropanecarboxamide OC1=C(C(=CC(=C1CNC(=O)C1CC1)CCCCC)O)C1CCCC(=C1)C